Dimethyl methylmalonate CC(C(=O)OC)C(=O)OC